ClC1=NC=2CCCCC2C(=N1)C(=O)N[C@@H]1CC[C@H](CC1)OCCOC 2-chloro-N-[(trans)-4-(2-methoxyethoxy)cyclohexyl]-5,6,7,8-tetrahydroquinazoline-4-carboxamide